BrC=1C=CC(N(C1)C(C(=O)C1=C(N(C(=C1)C)CC1=C(C=CC=C1)C)C)C)=O 5-bromo-1-(1-(2,5-dimethyl-1-(2-methylbenzyl)-1H-pyrrol-3-yl)-1-oxopropan-2-yl)pyridin-2(1H)-one